C(C)C=1N=CC=2CCC[C@@H](C2C1)N (S)-3-ethyl-5,6,7,8-tetrahydroisoquinolin-5-amine